N[C@H](CCCN)C(=O)O D-Ornithine